OC1=C(C=CC=C1)C(CNCC(=O)O)O 2-(o-hydroxyphenyl)-2-hydroxyethylglycine